ICC\C=C/CCCCCCCCCCC(OC)OC (3Z)-1-iodo-15,15-dimethoxy-3-pentadecene